N-((1-(isothiazol-5-ylmethyl)pyrrolidin-3-yl)methyl)-1-(3-(4-methoxyphenyl)-1,2,4-oxadiazol-5-yl)piperidine-4-carboxamide S1N=CC=C1CN1CC(CC1)CNC(=O)C1CCN(CC1)C1=NC(=NO1)C1=CC=C(C=C1)OC